CC=1C(=C(C=C(C1)C(F)(F)F)O)C=1C=2N(C(=NN1)N[C@H]1CN(CCC1)C)N=CC2 (R)-3-methyl-2-(7-((1-methylpiperidin-3-yl)amino)pyrazolo[1,5-d][1,2,4]triazin-4-yl)-5-(trifluoromethyl)phenol